(2R)-N-(4-tert-butylphenyl)-N-[2-oxo-1-(3-pyridyl)-2-pyrrolidin-1-yl-ethyl]pyrrolidine-2-carboxamide C(C)(C)(C)C1=CC=C(C=C1)N(C(=O)[C@@H]1NCCC1)C(C(N1CCCC1)=O)C=1C=NC=CC1